N2-(3,3-difluorocyclopentyl)-N4-(1-(pyridin-3-yl)azetidin-3-yl)-6-(6-(trifluoromethyl)pyridin-2-yl)-1,3,5-triazine-2,4-diamine FC1(CC(CC1)NC1=NC(=NC(=N1)NC1CN(C1)C=1C=NC=CC1)C1=NC(=CC=C1)C(F)(F)F)F